O=C(CC(=O)OC(C(COC(C(=C)C)=O)(C)C)C(C)C)C 1-(methacryloyloxy)-2,2,4-trimethylpentan-3-yl 3-oxobutanoate